7-bromo-2-(5-(6-methylpyridin-2-yl)-1H-1,2,3-triazol-4-yl)-1,5-naphthyridine BrC1=CN=C2C=CC(=NC2=C1)C=1N=NNC1C1=NC(=CC=C1)C